2-amino-6-ethoxy-4-(6-(4-((6-methoxypyridin-3-yl)methyl)piperazin-1-yl)pyridin-3-yl)pyrazolo[1,5-a]Pyridine-3-carbonitrile NC1=NN2C(C(=CC(=C2)OCC)C=2C=NC(=CC2)N2CCN(CC2)CC=2C=NC(=CC2)OC)=C1C#N